[N+](=O)([O-])C=1C=C2C(=NNC2=CC1)C1=CC(=NC=C1)N1CCN(CC1)CCN1CCN(CC1)C(=O)OC(C)(C)C tert-butyl 4-[2-[4-[4-(5-nitro-1H-indazol-3-yl)-2-pyridyl]piperazin-1-yl]ethyl]piperazine-1-carboxylate